Cl.Cl.FC1CCN(CC1)CCCC1=C(N=C2SC3=C(N21)C=C(C(=C3)C(=O)N)OCCOC)C3=CC=C(C=C3)C3NCCC3 (3-(4-fluoropiperidin-1-yl)propyl)-6-(2-methoxyethoxy)-2-(4-(pyrrolidin-2-yl)phenyl)benzo[d]imidazo[2,1-b]thiazole-7-carboxamide dihydrochloride